ClC=1C=C(C=CC1OC)S(=O)(=O)NCOCC 3-chloro-4-methoxy-N-ethoxymethyl-benzenesulfonamide